2-propoxy-5-(3-oxo-2,3-dihydro-1H-pyrazolo[3,4-d]pyrimidin-6-yl)benzonitrile C(CC)OC1=C(C#N)C=C(C=C1)C1=NC=C2C(=N1)NNC2=O